(S)-N-((4-((1-(dimethylamino)-5-phenylpentan-3-yl)amino)-3-nitrophenyl)sulfonyl)-1-methoxycycloheptane-1-carboxamide CN(CC[C@H](CCC1=CC=CC=C1)NC1=C(C=C(C=C1)S(=O)(=O)NC(=O)C1(CCCCCC1)OC)[N+](=O)[O-])C